C(C)O[Si](OCC)(OCC)CN1CSCC1 3-(Triethoxysilylmethyl)-1,3-thiazolidin